C(C)OC(=O)N1CC2(CC(C2)N2C[C@H]3C([C@H]3C2)C(N(OC)CC)=O)CC1 2-{(1r,5s,6r)-6-[ethyl-(methoxy)carbamoyl]-3-azabicyclo[3.1.0]hex-3-yl}-6-azaspiro[3.4]octane-6-carboxylic acid ethyl ester